OC1=C(C=O)C=C(C=C1OC)C=1C=NN(C1)CCCOC 2-hydroxy-3-methoxy-5-(1-(3-methoxypropyl)-1H-pyrazol-4-yl)benzaldehyde